1-ethynyl-3,5-difluorobenzene C(#C)C1=CC(=CC(=C1)F)F